(R)-4-(4-methoxythieno[2',3':5,6]benzo[1,2-d]oxazol-7-yl)-2-methyl-4-oxobutanoic acid COC1=CC2=C(C=3N=COC31)C=C(S2)C(C[C@H](C(=O)O)C)=O